O1CCN(CC1)C1=CC=C(N=N1)C#N 6-morpholino-pyridazine-3-carbonitrile